OC1CS(CC1C1N2C(C3=CC=CC=C13)=CN=C2)(=O)=O 3-Hydroxy-4-(5H-imidazo[5,1-a]isoindol-5-yl)tetrahydrothiophen-1,1-dioxid